2-(4-aminophenyl)-7-fluoro-3-(1-methyl-1H-1,2,4-triazol-5-yl)-4-oxo-1,2,3,4-tetrahydroquinoline-5-carboxylic acid methyl ester COC(=O)C=1C=2C(C(C(NC2C=C(C1)F)C1=CC=C(C=C1)N)C1=NC=NN1C)=O